FC1(CN(CCC1)C1=NC=CC(=C1)OC1=CC(=C(C=C1)NC1=NC=NC2=CC(=C(C=C12)NC1CCN(CC1)C(C=C)=O)OC)F)F 1-(4-((4-((4-((2-(3,3-difluoropiperidin-1-yl)pyridin-4-yl)oxy)-2-fluorophenyl)amino)-7-methoxyquinazolin-6-yl)amino)piperidin-1-yl)prop-2-en-1-one